[6-[(E)-2-(aminomethyl)-3-fluoro-allyloxy]-1-oxo-3,4-dihydroisoquinolin-2-yl]-N-isobutyl-acetamide hydrochloride Cl.NC/C(/COC=1C=C2CCN(C(C2=CC1)=O)CC(=O)NCC(C)C)=C\F